COC=1C=C(C=CC1OC=C(C1=CC=CC=C1)OC)CO (3-methoxy-4-((2-methoxy-2-phenylvinyl)oxy)phenyl)methanol